3-amino-4-((3-(difluoromethoxy)phenyl)amino)-5-fluorobenzoic acid methyl ester COC(C1=CC(=C(C(=C1)F)NC1=CC(=CC=C1)OC(F)F)N)=O